ClC=1C(=NC(=NC1)NC1=CC2=C(C(C[C@H](C(N2)=O)NC(=O)N2CCCC2)(C)C)C=C1)NC1=C(C=CC=C1C(NC)=O)F N-[(3R)-8-[[5-chloro-4-[2-fluoro-6-(methylcarbamoyl)anilino]pyrimidin-2-yl]amino]-5,5-dimethyl-2-oxo-3,4-dihydro-1H-1-benzazepin-3-yl]pyrrolidine-1-carboxamide